(E)-diethyl(2-((3-butyl-2-methyl-7-(methylthio)-1,1-dioxido-5-phenyl-2,3,4,5-tetrahydrobenzo[f][1,2,5]thiadiazepin-8-yl)oxy)vinyl)phosphonate C(C)OP(OCC)(=O)\C=C\OC1=CC2=C(N(CC(N(S2(=O)=O)C)CCCC)C2=CC=CC=C2)C=C1SC